3-acetyl-1-(2-((2S,4R)-2-((6-bromopyridin-2-yl)carbamoyl)-4-fluoropyrrolidin-1-yl)-2-oxoethyl)-N-(thiazol-4-ylmethyl)-1H-pyrazole-5-carboxamide C(C)(=O)C1=NN(C(=C1)C(=O)NCC=1N=CSC1)CC(=O)N1[C@@H](C[C@H](C1)F)C(NC1=NC(=CC=C1)Br)=O